CNC=1N=CC(=C2C=C(N=CC12)NC(=O)C1CC1)C#CC1=C(C=NC=C1)C(F)(F)F N-(8-(methylamino)-5-((3-(trifluoromethyl)pyridin-4-yl)ethynyl)-2,7-naphthyridin-3-yl)cyclopropanecarboxamide